dibromoacetyl-platinum (II) BrC(C(=O)[Pt+])Br